tert-butyl (S)-2-(4-(6-((4-cyano-2-fluorobenzyl)oxy)pyridin-2-yl)-2,5-difluorobenzyl)-1-(tetrahydrofuran-3-yl)-1H-indole-6-carboxylate C(#N)C1=CC(=C(COC2=CC=CC(=N2)C2=CC(=C(CC=3N(C4=CC(=CC=C4C3)C(=O)OC(C)(C)C)[C@@H]3COCC3)C=C2F)F)C=C1)F